OC1=C(C=CC(=C1)CCCCCCCCCCCCCCC)C1=NC(=NC(=N1)C1=CC=C(C=C1)C1=CC=CC=C1)C1=C(C=C(C=C1)CCCCCCCCCCCCCCC)O 2-[4-(2-hydroxy-4-pentadecyl-phenyl)-6-(4-phenylphenyl)-1,3,5-triazin-2-yl]-5-pentadecyl-phenol